6-Methyl-1-(4-(morpholinylmethyl)phenyl)-1,4-dihydrothiochromeno[4,3-c]pyrazole-3-carboxylic acid 5,5-Dioxide CC1=CC=CC2=C1S(CC1=C2N(N=C1C(=O)O)C1=CC=C(C=C1)CN1CCOCC1)(=O)=O